N7-(5-methoxyindan-2-yl)pyrazolo[1,5-a]pyrimidine-3,7-dicarboxamide COC=1C=C2CC(CC2=CC1)NC(=O)C1=CC=NC=2N1N=CC2C(=O)N